4-(2-(aminomethyl)phenyl)cyclohexan-1-ol NCC1=C(C=CC=C1)C1CCC(CC1)O